4-((S)-2-azido-1-methoxyprop-2-yl)-6-chloro-1-(cis-3-(ethylsulfonyl)cyclobutoxy)-2,7-naphthyridine N(=[N+]=[N-])[C@@](COC)(C)C1=CN=C(C2=CN=C(C=C12)Cl)O[C@@H]1C[C@@H](C1)S(=O)(=O)CC